C(CCOCCO)O 4-Oxa-1,6-hexandiol